C/C(=C/C)/CCC=C(C)C (Z)-3,7-dimethyl-2,6-octadien